2,4-bis(phenylsulfonyl)-5-methyl-phenol C1(=CC=CC=C1)S(=O)(=O)C1=C(C=C(C(=C1)S(=O)(=O)C1=CC=CC=C1)C)O